CN1C(C2(CN(CC(C1C1=NC=CC=C1)(C2=O)C(=O)OC)CC2=NC=CC=C2)C(=O)OC)C2=NC=CC=C2 Dimethyl 3-methyl-9-oxo-2,4-bis(2-pyridyl)-7-[(2-pyridyl)methyl]-3,7-diazabicyclo[3.3.1]nonane-1,5-dicarboxylate